3-(3-Fluoro-5-(trifluoromethyl)pyridin-2-yl)-2-oxo-2,3-dihydro-1H-benzo[d]imidazole-5-carboxylic acid FC=1C(=NC=C(C1)C(F)(F)F)N1C(NC2=C1C=C(C=C2)C(=O)O)=O